N-(3-cyanophenyl)benzo[d]isoxazol-3-amine C(#N)C=1C=C(C=CC1)NC1=NOC2=C1C=CC=C2